{5-[(3R)-3-methylmorpholin-4-yl]-3-(1H-pyrazol-5-yl)-[1,2]thiazolo[4,5-b]pyridin-7-yl}cyclohexane-1-carboxamide C[C@H]1N(CCOC1)C1=CC(=C2C(=N1)C(=NS2)C2=CC=NN2)C2(CCCCC2)C(=O)N